COC=1C=[N+](C=CC1)[O-] 3-methoxy-1-oxido-pyridin-1-ium